2,3-dihydro-1,4-oxazepin O1CCN=CC=C1